ClC1=CC=C(C(=N1)C(=O)O)N[C@H](C)C1=C2N=C(C(=NC2=CC(=C1)C)C#N)N1CCC(CC1)(C)C (R)-6-chloro-3-((1-(2-cyano-3-(4,4-dimethylpiperidin-1-yl)-7-methylquinoxalin-5-yl)ethyl)amino)picolinic acid